N-(3-bromobenzylidene)-2-phenylethan-amine BrC=1C=C(C=NCCC2=CC=CC=C2)C=CC1